N-[2-(5-Hydroxy-3-methyl-1H-indol-3-yl)ethyl]acetamide OC=1C=C2C(CNC2=CC1)(C)CCNC(C)=O